5-(Imidazo[1,2-a]pyridin-6-ylamino)-1,3-dimethyl-1,3-dihydro-2H-benzo[d]imidazol-2-one N=1C=CN2C1C=CC(=C2)NC2=CC1=C(N(C(N1C)=O)C)C=C2